BrC=1C=C2CN(C(C2=CC1)=O)C 5-bromo-2-methyl-1,3-dihydroisoindol-1-one